C1(CC1)C1=C(C(=NO1)C1=C(C=NC=C1Cl)Cl)C1=CC2(C1)CCN(CC2)C=2SC1=C(N2)C=CC=C1 2-(2-(5-Cyclopropyl-3-(3,5-dichloropyridin-4-yl)isoxazol-4-yl)-7-azaspiro[3.5]non-1-en-7-yl)benzo[d]thiazol